C(CCCCCCC\C=C/CCCCCCCC)(=O)OCC(COC(CCNC([C@@H](C(COC(CCN1CCCC1)=O)(C)C)O)=O)=O)OC(CCCCCCC\C=C/CCCCCCCC)=O 3-((3-((R)-2-Hydroxy-3,3-dimethyl-4-((3-(pyrrolidin-1-yl)propanoyl)oxy)butanamido)propanoyl)oxy)propane-1,2-diyl dioleate